C1(CC1)C=1SC=C(N1)C1=NN=C2N1CCN([C@@H]2C)C(=O)C2=CC=C(C=C2)F (R)-(3-(2-cyclopropylthiazol-4-yl)-8-methyl-5,6-dihydro-[1,2,4]triazolo[4,3-a]pyrazin-7(8H)-yl)(4-fluorophenyl)methanone